CC1CCCC=2N=C(SC21)CO (7-methyl-4,5,6,7-tetrahydro-1,3-benzothiazol-2-yl)methanol